(2S)-2-(bromomethyl)pyrrolidin-1-ium bromide [Br-].BrC[C@H]1[NH2+]CCC1